4-methylbenzenesulfonic acid (R)-oxiran-2-ylmethyl ester O1[C@H](C1)COS(=O)(=O)C1=CC=C(C=C1)C